1-(5-((2R,4S)-2-(2,5-difluorophenyl)-4-fluoropyrrolidin-1-yl)pyrazolo[1,5-a]pyrimidin-3-yl)-3-((1S,2R)-2-fluorocyclopropyl)thiourea FC1=C(C=C(C=C1)F)[C@@H]1N(C[C@H](C1)F)C1=NC=2N(C=C1)N=CC2NC(=S)N[C@@H]2[C@@H](C2)F